(S)-N-((S)-2,2-difluoro-1-(1-neopentyl-6-(4,4,5,5-tetramethyl-1,3,2-dioxaborolan-2-yl)-1H-indol-3-yl)ethyl)-2-methylpropane-2-sulfinamide FC([C@H](C1=CN(C2=CC(=CC=C12)B1OC(C(O1)(C)C)(C)C)CC(C)(C)C)N[S@@](=O)C(C)(C)C)F